C[C@H]1N(CCCC1)C1=C(C=C(C=C1)C(F)(F)F)[N+](=O)[O-] (R)-2-methyl-1-(2-nitro-4-(trifluoromethyl)phenyl)piperidine